4-bromo-N-(6-(4-isopropyl-4H-1,2,4-triazol-3-yl)pyridin-2-yl)isoindole-2-carboxamide BrC=1C2=CN(C=C2C=CC1)C(=O)NC1=NC(=CC=C1)C1=NN=CN1C(C)C